dimethyl-1,3-dichlorohydantoin CC1(C(N(C(N1Cl)=O)Cl)=O)C